2,2-dimethyl-1,3-propanediol diacrylate C(C=C)(=O)OCC(COC(C=C)=O)(C)C